C[C@@H]1N([C@@H](CN(C1)C1=NC(=CC=C1)C=1C=NN2C1C=CC=C2)C)C(=O)OC(C)(C)C tert-butyl (2S,6R)-2,6-dimethyl-4-(6-(pyrazolo[1,5-a]pyridin-3-yl)pyridin-2-yl)piperazine-1-carboxylate